3-fluoro-N-(4-(1-(2-((2-hydroxy-2-methylpropyl)amino)-2-oxoacetyl)piperidin-4-yl)phenyl)-5,7-dihydro-6H-pyrrolo[3,4-b]pyridine-6-carboxamide FC=1C=C2C(=NC1)CN(C2)C(=O)NC2=CC=C(C=C2)C2CCN(CC2)C(C(=O)NCC(C)(C)O)=O